1-(5-(7,8-dimethyl-[1,2,4]triazolo[1,5-a]pyridin-6-yl)-6-isopropyl-4H-pyrrolo[3,2-d]thiazol-2-yl)-N-isopropyl-piperidin-4-amine CC1=C(C=2N(C=C1C1=C(C=3N=C(SC3N1)N1CCC(CC1)NC(C)C)C(C)C)N=CN2)C